C(C)(C)OC=1C=CC(=NC1)C1=NSC(=N1)N(C1=NC=CC=C1NC)C N2-(3-(5-isopropoxypyridin-2-yl)-1,2,4-thiadiazol-5-yl)-N2,N3-dimethylpyridine-2,3-diamine